NC1=C(C2=C(N(C(=N2)C)C)C=C1)N1C[C@H](CC1)NC(OC(C)(C)C)=O tert-butyl N-[(3S)-1-(5-amino-1,2-dimethyl-1,3-benzodiazol-4-yl)pyrrolidin-3-yl]carbamate